(Stearoyloxy)methyl 2-methyl-4-(4-methylpiperazin-1-yl)-10H-benzo[b]thieno[2,3-e][1,4]diazepine-10-carboxylate CC1=CC2=C(N(C3=C(N=C2N2CCN(CC2)C)C=CC=C3)C(=O)OCOC(CCCCCCCCCCCCCCCCC)=O)S1